ethyl 1-(2-(3-fluoro-5-(trifluoromethyl) benzyl) pyridin-4-yl)-3-methoxy-1H-pyrazole-4-carboxylate FC=1C=C(CC2=NC=CC(=C2)N2N=C(C(=C2)C(=O)OCC)OC)C=C(C1)C(F)(F)F